CN(C(OC(C)(C)C)=O)C1CC(C1)CSC tert-Butyl N-methyl-N-[(1s,3s)-3-[(methylsulfanyl)methyl]cyclobutyl]carbamate